N-(((trans)-4-(((8-methyl-4-oxo-3,4-dihydroquinazolin-2-yl)methyl)thio)cyclohexyl)methyl)acetamide CC=1C=CC=C2C(NC(=NC12)CS[C@@H]1CC[C@H](CC1)CNC(C)=O)=O